BrC=1C(=CC2=C(N(CC(CS2)(CC)CCCC)C2=CC=C(C=C2)F)C1)OC 7-Bromo-3-butyl-3-ethyl-5-(4-fluorophenyl)-8-methoxy-2,3,4,5-tetrahydro-1,5-benzothiazepine